N-((1s,4s)-4-((2,2,2-trifluoroethyl)amino)cyclohexyl)-5H-pyrrolo[3,2-d]pyrimidine-4-carboxamide FC(CNC1CCC(CC1)NC(=O)C=1C2=C(N=CN1)C=CN2)(F)F